2-(4-chloro-2-fluorobenzyloxy)-4-(piperidin-4-yl)pyrimidine 4-methylbenzenesulfonate CC1=CC=C(C=C1)S(=O)(=O)O.ClC1=CC(=C(COC2=NC=CC(=N2)C2CCNCC2)C=C1)F